CNC(=N)NC(N)=N N-methyl-N'-amidinoguanidine